FC=1C=C(C=CC1)C=1N=NN(C1)[C@@H]1[C@H]([C@@H](O[C@@H]([C@@H]1O)CO)C(=O)N1CCN(CCC1)C1=CC=C(C=C1)O)O ((2R,3R,4S,5R,6R)-4-(4-(3-fluorophenyl)-1H-1,2,3-triazol-1-yl)-3,5-dihydroxy-6-(hydroxymethyl)tetrahydro-2H-pyran-2-yl)(4-(4-hydroxyphenyl)-1,4-diazepan-1-yl)methanone